6-amino-4-(3-methyl-1H-indazol-5-yl)-2-(prop-2-enoyl)-2,3-dihydro-1H-isoindol-1-one NC1=CC(=C2CN(C(C2=C1)=O)C(C=C)=O)C=1C=C2C(=NNC2=CC1)C